2-(2,6-bis{2-[4-(dimethylamino)phenyl]vinyl}-4H-pyran-4-ylidene)propanedinitrile CN(C1=CC=C(C=C1)C=CC=1OC(=CC(C1)=C(C#N)C#N)C=CC1=CC=C(C=C1)N(C)C)C